C1C(C(O)(C)CCC=C(C)C)O1 (3R,6S)-trans-linalool oxide